FC1(CC1)C(=O)N[C@@H](C(=O)N1[C@@H](C[C@H](C1)O)C(=O)N[C@@H](CC(=O)OC)C1=CC=CC=C1)C(C)(C)C Methyl (3S)-3-{[(2S,4R)-1-[(2R)-2-[(1-fluorocyclopropyl)formamido]-3,3-dimethylbutanoyl]-4-hydroxypyrrolidin-2-yl]formamido}-3-phenylpropanoate